BrC1=CC(=C2NC(C=3N(C2=C1C(F)(F)F)C(=NN3)C)(C)C)C 8-bromo-1,4,4,6-tetramethyl-9-(trifluoromethyl)-4,5-dihydro-[1,2,4]triazolo[4,3-a]quinoxaline